C(C)(C)(C)C1=NN=C(S1)CN1CC2(CN(C2)C(=O)N2CC3(C2)CC(C3)N3N=C(N=C3)C3(CC3)O)C1 [6-[(5-tert-butyl-1,3,4-thiadiazol-2-yl)methyl]-2,6-diazaspiro[3.3]heptan-2-yl]-[6-[3-(1-hydroxycyclopropyl)-1,2,4-triazol-1-yl]-2-azaspiro[3.3]heptan-2-yl]methanone